CC1=C2C(=NN1COCC[Si](C)(C)C)C(NC2)=O 3-methyl-2-(2-trimethylsilyl-ethoxymethyl)-4,5-dihydropyrrolo[3,4-c]pyrazol-6-one